NC1=C(C=C(C(=O)OC)C=C1NCC1(CC1)CC#N)Cl methyl 4-amino-3-chloro-5-(((1-(cyanomethyl)cyclopropyl)methyl)amino)benzoate